(R)-5-((((6-(2-chloro-3-(3-chloro-2-(3-fluoro-4-((((R)-2-hydroxypropyl)amino)methyl)-5-methoxyphenyl)pyridin-4-yl)phenyl)-2-methoxypyridin-3-yl)methyl)amino)methyl)pyrrolidin-2-one ClC1=C(C=CC=C1C1=C(C(=NC=C1)C1=CC(=C(C(=C1)OC)CNC[C@@H](C)O)F)Cl)C1=CC=C(C(=N1)OC)CNC[C@H]1CCC(N1)=O